(S)-7-ethoxy-6-methoxy-1-(2-(5-methoxy-1H-indol-3-yl)ethyl)-2-benzylsulfonyl-1,2,3,4-tetrahydroisoquinoline C(C)OC1=C(C=C2CCN([C@H](C2=C1)CCC1=CNC2=CC=C(C=C12)OC)S(=O)(=O)CC1=CC=CC=C1)OC